methyl 4-(2-methyl-4-nitrophenoxy)piperidine-1-carboxylate CC1=C(OC2CCN(CC2)C(=O)OC)C=CC(=C1)[N+](=O)[O-]